9-(1-bromoethyl)-4,7-dimethylimidazo[1,2-a]quinazolin-5(4H)-one BrC(C)C=1C=C(C=C2C(N(C=3N(C12)C=CN3)C)=O)C